silicon zinc salt [Zn].[Si]